OC(C(=O)[O-])CCC(=O)[O-].[Na+].[Na+] disodium 2-hydroxyglutarate salt